((2-(6-(2-ethyl-5-fluoro-4-hydroxyphenyl)-1H-indazol-3-yl)-1H-imidazol-4-yl) methyl) carbamate C(N)(OCC=1N=C(NC1)C1=NNC2=CC(=CC=C12)C1=C(C=C(C(=C1)F)O)CC)=O